5-chloro-1H-pyrazolo[3,4-c]Pyridine-1-carboxylic acid tert-butyl ester C(C)(C)(C)OC(=O)N1N=CC=2C1=CN=C(C2)Cl